NC1=C(C=CC=C1)C1=C(N=C2N(C1=O)C1=C(N2COCC[Si](C)(C)C)C=CC=C1)CC 3-(2-aminophenyl)-2-ethyl-10-((2-(trimethylsilyl)ethoxy)methyl)benzo[4,5]imidazo[1,2-a]pyrimidin-4(10H)-one